1-(3-((4-((4-(1-(2-Hydroxy-2-methylpropyl)-1H-pyrazol-4-yl)-5-(trifluoromethyl)pyrimidin-2-yl)amino)piperidin-1-yl)sulfonyl)propyl)azetidin-3-ol OC(CN1N=CC(=C1)C1=NC(=NC=C1C(F)(F)F)NC1CCN(CC1)S(=O)(=O)CCCN1CC(C1)O)(C)C